NC1=NC2=CC(=CC(=C2C=N1)N(CC1=CC=C(C=C1)OC)CC1=CC=C(C=C1)OC)N1C(OC[C@@H]1C)=O (S)-3-(2-amino-5-(bis(4-methoxybenzyl)amino)quinazolin-7-yl)-4-methyloxazolidin-2-one